N(=[N+]=[N-])C[C@H]1NC(C(SCC1)(C1=CC=CC=C1)C1=CC=CC=C1)=O (S)-5-(azidomethyl)-2,2-diphenyl-1,4-thiazepan-3-one